5-(2-methoxyethoxy)-1-(2-methoxyethyl)-1H-indole-2-carbaldehyde COCCOC=1C=C2C=C(N(C2=CC1)CCOC)C=O